1-(Methylsulfonyl)-3-(trifluoromethyl)piperidin-4-amine CS(=O)(=O)N1CC(C(CC1)N)C(F)(F)F